N-((4R or S)-7-chlorochroman-4-yl)-8-(3,5-dichlorophenyl)-4-(dimethylamino)-1,7-naphthyridine-3-carboxamide ClC1=CC=C2[C@@H](CCOC2=C1)NC(=O)C=1C=NC2=C(N=CC=C2C1N(C)C)C1=CC(=CC(=C1)Cl)Cl |o1:5|